2-fluoroAcrylic acid FC(C(=O)O)=C